ClC=1C=C(C=NC1)C=1OC(=C(N1)C)C=1C=CC(N(N1)CC=1SC(=NN1)N1CCCCC1)=O 6-(2-(5-chloropyridin-3-yl)-4-methyloxazol-5-yl)-2-((5-(piperidin-1-yl)-1,3,4-thiadiazol-2-yl)methyl)pyridazin-3(2H)-one